BrC1=C2CC[C@@H](C2=CC=C1OC)O[Si](C)(C)C(C)(C)C (S)-((4-bromo-5-methoxy-2,3-dihydro-1H-inden-1-yl)oxy)(tert-butyl)dimethylsilane